2-(4-(((1,4-Dioxaspiro[4.5]dec-8-yl)methyl)sulfonyl)-3-(trifluoromethyl)phenyl)-3,5-difluoropyridine O1CCOC12CCC(CC2)CS(=O)(=O)C2=C(C=C(C=C2)C2=NC=C(C=C2F)F)C(F)(F)F